BrC1=CC(=CC=2N1N=CC2C(C)C)C2=NC(=NC=C2)Cl 7-bromo-5-(2-chloropyrimidin-4-yl)-3-isopropyl-pyrazolo[1,5-a]Pyridine